FC=1C=C(CN2C3=C(C(=C(CC2=O)C(C(C)C)=O)O)C=CC=C3)C=CC1C 1-(3-fluoro-4-methylbenzyl)-5-hydroxy-4-isobutyryl-1,3-dihydro-2H-benzo[b]azepin-2-one